ClC1=C2C(=NC=C1)NC(=C2)C(=O)NCCN2CCCCC2 4-Chloro-N-(2-(piperidin-1-yl)ethyl)-1H-pyrrolo[2,3-b]pyridine-2-carboxamide